ClC=1C=CC=2C(=C3N(C2C1C=1C(=NN(C1C)C)C)[C@@H](CNC3=O)C)CCCOC3=CC(=C(C(=C3)C)Cl)C (P,R)-7-chloro-10-(3-(4-chloro-3,5-dimethylphenoxy)propyl)-4-methyl-6-(1,3,5-trimethyl-1H-pyrazol-4-yl)-3,4-dihydropyrazino[1,2-a]indol-1(2H)-one